(R)-N-(3-(1-((3-amino-6-chloro-pyrazin-2-yl)oxy)ethyl)phenyl)-3-methylbenzamide NC=1C(=NC(=CN1)Cl)O[C@H](C)C=1C=C(C=CC1)NC(C1=CC(=CC=C1)C)=O